methyl 3-(6-cyano-2H-indazol-2-yl)-3-(5-methoxy-7-methyl-1H-indol-4-yl)-2,2-dimethylpropanoate C(#N)C=1C=CC2=CN(N=C2C1)C(C(C(=O)OC)(C)C)C1=C2C=CNC2=C(C=C1OC)C